ClC1=C(N(C(C2=C(C=CC=C12)OC1=CC=C(C=C1)C)=O)C1=CC=CC=C1)[C@H](C)NC=1C2=C(N=CN1)NC=CC2=O (S)-4-((1-(4-chloro-1-oxo-2-phenyl-8-(p-tolyloxy)-1,2-dihydroisoquinolin-3-yl)ethyl)amino)pyrido[2,3-d]pyrimidin-5(8H)-one